6-(3-((Benzyloxy)methyl)-4-ethyl-5-oxo-4,5-dihydro-1H-1,2,4-triazol-1-yl)-4-(but-1-en-2-yl)-2-(2-chloro-6-fluorophenyl)-7-fluoro-3,4-dihydroisoquinolin-1(2H)-one C(C1=CC=CC=C1)OCC1=NN(C(N1CC)=O)C=1C=C2C(CN(C(C2=CC1F)=O)C1=C(C=CC=C1F)Cl)C(=C)CC